Cl.O=C1C2=C(N=C(N1)C1=CC=C(C=C1)NC(C1=CN=CC=C1)=O)C=CS2 N-(4-(3,4-Dihydro-4-Oxothieno[3,2-d]Pyrimidin-2-yl)Phenyl)Nicotinamide Hydrochloride